C1(CC1)C1=NOC(=N1)C=1C=C2CC[C@H](C2=CC1)NC(=O)C1=CC=NN1C (R)-N-(5-(3-cyclopropyl-1,2,4-oxadiazol-5-yl)-2,3-dihydro-1H-inden-1-yl)-1-methyl-1H-pyrazole-5-carboxamide